silicon trimethylaluminum C[Al](C)C.[Si]